((((benzyloxy)carbonyl)amino)methyl)pyrrolidine C(C1=CC=CC=C1)OC(=O)NCN1CCCC1